ClC1=CC=C(C=C1)C1=NN=C(O1)[C@@H]1OC[C@H](CO1)N trans-2-[5-(4-chlorophenyl)-1,3,4-oxadiazol-2-yl]-1,3-dioxan-5-amine